thieno[c]pyridine S1C=CC=2C1=CN=CC2